ClC=1C=CC(=C(C1)C1=C(C=NC(=C1)C)C(=O)NC=1SC=2C(=NC=C(N2)N2CCC3(CC(C3)C#N)CC2)N1)OC 4-(5-chloro-2-methoxyphenyl)-N-(6-(2-cyano-7-azaspiro[3.5]non-7-yl)thiazolo[4,5-b]pyrazin-2-yl)-6-methylpyridine-3-carboxamide